C(C)(=O)NC=1SC(=CN1)CN1CCN(CC1)CC(=O)NC1=CC=CC=C1 4-((2-acetamidothiazol-5-yl)methyl)piperazin-1-yl-N-phenylacetamide